C(C1=CC=CC=C1)N(C(SSC(N(CC1=CC=CC=C1)CC1=CC=CC=C1)=S)=S)CC1=CC=CC=C1 Tetrabenzylthiuram disulphide